(2S,4S,6S)-4-(4-chlorophenyl)-2-methyl-6-(1-methyltriazol-4-yl)piperidin-4-ol ClC1=CC=C(C=C1)[C@@]1(C[C@@H](N[C@@H](C1)C=1N=NN(C1)C)C)O